ClC=1C=CC=C2C=CC=C(C12)N1CC=2N=C(N=C(C2CC1)N1C[C@@H](N(CC1)C(=O)[O-])CC#N)S(=O)C (S)-4-[7-(8-chloro-1-naphthyl)-2-methylsulfinyl-6,8-dihydro-5H-pyrido[3,4-d]pyrimidin-4-yl]-2-(cyanomethyl)piperazine-1-carboxylate